ClC1=CC=C2C(=CNC2=C1)C=1C=C(SC1)C(CCC(=O)O)=O 4-(4-(6-chloro-1H-indol-3-yl)thiophen-2-yl)-4-oxobutyric acid